FC(C(=O)C1=CC=C2N1CC(NC21CCN(CC1)C(=O)C1=NC(=C(C=C1)OC(C)C)C)(C)C)(F)F 2,2,2-trifluoro-1-[1'-(5-isopropoxy-6-methyl-pyridine-2-carbonyl)-3,3-dimethyl-spiro[2,4-dihydropyrrolo[1,2-a]pyrazine-1,4'-piperidine]-6-yl]ethanone